FC1=C(C(=O)N([C@H]2CNCCC2)C2=NC=CC3=CC=CC(=C23)C)C=CC(=C1)NC1=NC=C(C=N1)CO (R)-2-fluoro-4-((5-(hydroxymethyl)pyrimidin-2-yl)amino)-N-(8-methylisoquinolin-1-yl)-N-(piperidin-3-yl)benzamide